2-((4-ethyl-6-methyl-2-(trifluoromethyl)pyrimidin-5-yl)sulfonyl)-6-((tetrahydro-2H-pyran-4-yl)methyl)-2,6-diazaspiro[3.3]heptane C(C)C1=NC(=NC(=C1S(=O)(=O)N1CC2(C1)CN(C2)CC2CCOCC2)C)C(F)(F)F